ClC1=C(N=C2N(C1=O)C=C(C=C2[C@@H](C)NC2=C(C(=O)O)C=CC=C2)C)N2CCC(CC2)(C)C (R)-2-((1-(3-Chloro-2-(4,4-dimethylpiperidin-1-yl)-7-methyl-4-oxo-4H-pyrido[1,2-a]pyrimidin-9-yl)ethyl)amino)benzoic acid